2-[2-[(4-Carbamoyl-1,3-benzothiazol-2-yl)methylcarbamoyl]indan-2-yl]acetic acid C(N)(=O)C1=CC=CC2=C1N=C(S2)CNC(=O)C2(CC1=CC=CC=C1C2)CC(=O)O